N1(N=CC=C1)C1=CC=C(CN2C3=NC(=NC=C3N(C2=O)C)C2=C(C=CC(=C2)F)C(C)C)C=C1 9-(4-(1H-pyrazol-1-yl)benzyl)-2-(5-fluoro-2-isopropylphenyl)-7-methyl-7,9-dihydro-8H-purin-8-one